(S)-N-(3-amino-1-(hydroxyamino)-3-methyl-1-oxobutan-2-yl)-4-((4-(((2,2,2-trifluoroethyl)amino)methyl)phenyl)ethynyl)benzamide NC([C@@H](C(=O)NO)NC(C1=CC=C(C=C1)C#CC1=CC=C(C=C1)CNCC(F)(F)F)=O)(C)C